CN1C(N(C(C12CCN(CC2)CC2CCOCC2)=O)C2=CC=C(C=C2)C(F)(F)F)=O 1-methyl-8-((tetrahydro-2H-pyran-4-yl)methyl)-3-(4-(trifluoromethyl)phenyl)-1,3,8-triazaspiro[4.5]decane-2,4-dione